(3-amino-6,7-dihydropyrano[4,3-c]pyrazol-2(4H)-yl)(8-methyl-1,2,3,4-tetrahydro-quinolin-4-yl)methanone NC1=C2C(=NN1C(=O)C1CCNC3=C(C=CC=C13)C)CCOC2